N-hydroxy-4-((7-methylimidazo[1,2-a]pyridin-2-yl)methyl)-3-oxo-3,4-dihydro-2H-benzo[b][1,4]oxazine-6-carboxamide ONC(=O)C1=CC2=C(OCC(N2CC=2N=C3N(C=CC(=C3)C)C2)=O)C=C1